4-(3-bromopropyl)-1-n-octanoylbenzene BrCCCC1=CC=C(C=C1)C(CCCCCCC)=O